2-((3R,4R)-4-(((6-(cyclopropyl(2-fluorobenzyl)amino)-5-fluoropyrimidin-4-yl)amino)methyl)-3,4-dihydroxypiperidin-1-yl)acetamide C1(CC1)N(C1=C(C(=NC=N1)NC[C@]1([C@@H](CN(CC1)CC(=O)N)O)O)F)CC1=C(C=CC=C1)F